2'-Hydroxy-4'-(crotyloxy)chalcone OC1=C(C(/C=C/C2=CC=CC=C2)=O)C=CC(=C1)OCC=CC